C1(CC1)C=1SC(=CN1)C1=CC(=NC=C1)N(C(=O)[C@@H]1CC[C@H](CC1)CC(=O)O)C[C@@H]1CC[C@H](CC1)C1=NC(=C(C=C1)OC)C 2-(trans-4-((4-(2-Cyclopropylthiazol-5-yl)pyridin-2-yl)((trans-4-(5-methoxy-6-methylpyridin-2-yl)cyclohexyl)methyl)carbamoyl)cyclohexyl)acetic acid